C(C)(=O)N1CCC(CC1)C1=NC2=C(C(=C(C=C2C(=N1)N1CCC2(CN(C2)C(C=C)=O)CC1)C=C)C1=C2C=NNC2=CC=C1C)OCC(F)(F)F 1-(7-(2-(1-acetylpiperidin-4-yl)-7-(5-methyl-1H-indazol-4-yl)-8-(2,2,2-Trifluoroethoxy)-6-vinylquinazolin-4-yl)-2,7-diazaspiro[3.5]non-2-yl)prop-2-en-1-one